3-((5-(2-aminoquinazolin-6-yl)-1-methyl-1H-pyrazol-3-yl)amino)-4-((4-((4-methylpiperazin-1-yl)methyl)-3-(trifluoromethyl)phenyl)amino)cyclobut-3-ene-1,2-dione NC1=NC2=CC=C(C=C2C=N1)C1=CC(=NN1C)NC=1C(C(C1NC1=CC(=C(C=C1)CN1CCN(CC1)C)C(F)(F)F)=O)=O